CC=1C(CC(C1C)C)OC(CI)OCC iodoacetaldehyde ethyl 2,3,4-trimethyl-2-cyclopentenyl acetal